OC=1C=CC2=C(SC(=C2C(=O)C2=CC=C(O[C@H]3CN(CC3)C(CC=C)=O)C=C2)C2=CC=C(C=C2)O)C1 (R)-1-(3-(4-(6-hydroxy-2-(4-hydroxyphenyl)benzo[b]thiophene-3-carbonyl)phenoxy)pyrrolidin-1-yl)but-3-en-1-one